1-(4-chlorobenzyl)-3-(4-(2-(pyridin-4-yloxy)ethyl)phenyl)urea ClC1=CC=C(CNC(=O)NC2=CC=C(C=C2)CCOC2=CC=NC=C2)C=C1